N2-(4-ethylphenyl)-N4-(2-(4-methylpiperazin-1-yl)ethyl)quinazoline-2,4-diamine C(C)C1=CC=C(C=C1)NC1=NC2=CC=CC=C2C(=N1)NCCN1CCN(CC1)C